CN(CCN1S(C=2N(C(C1)C(=O)O)C(C=C(C2C2=CC(=CC=C2)C(F)(F)F)CC2=CC=CC1=CC=CC=C21)=O)(=O)=O)C 2-(2-(dimethylamino)ethyl)-8-(naphthalen-1-ylmethyl)-6-oxo-9-(3-(trifluoromethyl)phenyl)-3,4-dihydro-2H,6H-pyrido[1,2-e][1,2,5]thiadiazine-4-carboxylic acid 1,1-dioxide